C(CCC)C=1C=C2C(C=3C(=NC(=CC3C(F)(F)F)C)C2=CC1)C1=CC=CC=C1 7-Butyl-2-methyl-5-phenyl-4-(trifluoromethyl)-5H-indeno[1,2-b]pyridine